(S)-8-chloro-4-((3-chloro-4-fluorophenyl)amino)-6-(((5-methylpyridin-3-yl)(1H-1,2,3-triazol-4-yl)methyl)amino)quinoline-3-carbonitrile ClC=1C=C(C=C2C(=C(C=NC12)C#N)NC1=CC(=C(C=C1)F)Cl)N[C@H](C=1N=NNC1)C=1C=NC=C(C1)C